Aluminum 1,8,15,22-tetrakis(phenylthio)-29H,31H-phthalocyanine chloride C1=CC=C(C=C1)SC2=CC=CC3=C4NC(=C32)NC5=C6C=CC=C(C6=C7N5[Al+]N8C(=C9C=CC=C(C9=C8N4)SC1=CC=CC=C1)NC1=C2C(=C(N1)N7)C=CC=C2SC1=CC=CC=C1)SC1=CC=CC=C1.[Cl-]